(Z)-3-(4-(2-ethoxyvinyl)-1-oxoisoindolin-2-yl)piperidine-2,6-dione C(C)O\C=C/C1=C2CN(C(C2=CC=C1)=O)C1C(NC(CC1)=O)=O